O1COC(C2=C1C=CC=C2)=O benzo[d][1,3]dioxin-4-one